4-Methyl-6-(1-methylcyclopropoxy)-2-(methylthio)pyrimidine-5-carboxylic acid CC1=NC(=NC(=C1C(=O)O)OC1(CC1)C)SC